sarcosine, potassium salt [K+].N(C)CC(=O)[O-]